CC1=CC=C(C=C1)N(C1=CC=CC=C1)C(C1=CC=CC=C1)=O N-(4-methylphenyl)benzanilide